6-bromo-3-((8-methoxy-2-(6-(methoxymethyl)pyridin-3-yl)-2,3-dihydrobenzo[b][1,4]dioxin-6-yl)methyl)-3H-imidazo[4,5-b]pyridine BrC=1C=C2C(=NC1)N(C=N2)CC2=CC1=C(OC(CO1)C=1C=NC(=CC1)COC)C(=C2)OC